(3-fluoro-4-(4,4,5,5-tetramethyl-1,3,2-dioxaborolan-2-yl)phenyl)(4-hydroxy-4-methylpiperidin-1-yl)methanone FC=1C=C(C=CC1B1OC(C(O1)(C)C)(C)C)C(=O)N1CCC(CC1)(C)O